ClC=1C=C(C=CC1Cl)C(/C=C/C=1C=C(C(=O)OC)C=CC1O)O methyl (E)-3-(3-(3,4-dichlorophenyl)-3-hydroxyprop-1-en-1-yl)-4-hydroxybenzoate